(2R)-2-benzyl-3-[(tert-butoxycarbonyl)amino]propanoic acid C(C1=CC=CC=C1)[C@@H](C(=O)O)CNC(=O)OC(C)(C)C